FC=1C=C(C=CC1C(=O)OC)NC1(CCC1)C(=O)O 1-((3-fluoro-4-(methoxycarbonyl)phenyl)amino)cyclobutane-1-carboxylic acid